[Si](C)(C)(C(C)(C)C)OC=1C(=C(C(=CC1)Cl)NC(=O)C=1C(=NC(=NC1)Cl)OC)C N-(3-((tert-butyldimethylsilyl)oxy)-6-chloro-2-methylphenyl)-2-chloro-4-methoxypyrimidine-5-carboxamide